N-(3,3-dimethylbutyryl)-O-(trans-3-(2-(5,6,7,8-tetrahydro-1,8-naphthyridin-2-yl)ethyl)cyclobutyl)homoserine CC(CC(=O)N[C@@H](CCO[C@@H]1C[C@H](C1)CCC1=NC=2NCCCC2C=C1)C(=O)O)(C)C